CC([C@H](C)NC(C(=O)C1=C(C(=C(N1C)C)C(=O)NC1=CC(=C(C=C1)F)C)C)=O)(C)C (S)-5-(2-((3,3-dimethylbutan-2-yl)amino)-2-oxoacetyl)-N-(4-fluoro-3-methylphenyl)-1,2,4-trimethyl-1H-pyrrole-3-carboxamide